N-(4-amino-1H-pyrazolo[4,3-c]pyridin-7-yl)-2-oxo-2-[(2R,5S)-5-methyl-2-(1-methylindazol-5-yl)-1-piperidyl]acetamide NC1=NC=C(C2=C1C=NN2)NC(C(N2[C@H](CC[C@@H](C2)C)C=2C=C1C=NN(C1=CC2)C)=O)=O